C(C)(C)(C)C=1C=C(C(=O)OCCCCCCCCCCCCCCCCCC)C=C(C1O)C(C)(C)C octadecyl 3,5-di-tert-butyl-4-hydroxybenzoate